2-[[3-ethoxycarbonyl-6-(trifluoromethoxy)-4-quinolyl]amino]pyridine-3-carboxylic acid C(C)OC(=O)C=1C=NC2=CC=C(C=C2C1NC1=NC=CC=C1C(=O)O)OC(F)(F)F